2-methyl-3-(oxiran-2-yl)-1-phenylpropyl acetate C(C)(=O)OC(C(CC1OC1)C)C1=CC=CC=C1